C(C)(C)C1=NOC(=N1)CN1[C@@H](CCN2C1=NC(=CC2=O)N2[C@@H](COCC2)C)C(F)(F)F (S)-9-(3-Isopropyl-[1,2,4]oxadiazol-5-yl-methyl)-2-((R)-3-methylmorpholin-4-yl)-8-trifluoromethyl-6,7,8,9-tetrahydro-pyrimido[1,2-a]-pyrimidin-4-one